Phenyl (3-chloro-4-fluorophenyl)carbamate ClC=1C=C(C=CC1F)NC(OC1=CC=CC=C1)=O